2,6-Diisocyanato-1-methylcyclohexane N(=C=O)C1C(C(CCC1)N=C=O)C